tert-butyl (12aR)-9-(2-chloro-6-hydroxyphenyl)-8-(difluoromethoxy)-10-fluoro-6-oxo-3,4,12,12a-tetrahydro-6H-pyrazino[2,1-c][1,4]benzoxazepine-2(1H)-carboxylate ClC1=C(C(=CC=C1)O)C1=C(C2=C(C(N3[C@@H](CO2)CN(CC3)C(=O)OC(C)(C)C)=O)C=C1OC(F)F)F